methyl 6'-methylene-3'-oxotetrahydrospiro[cyclopropane-1,1'-pyrrolizin]-7a'(5'H)-carboxylate C=C1CN2C(CC3(C2(C1)C(=O)OC)CC3)=O